1-(3-(2-(2-(3-aminopropoxy)ethoxy)ethoxy)propyl)-3-(3',6'-dihydroxy-3-oxo-3H-spiro[isobenzofuran-1,9'-xanthen]-5-yl)thiourea NCCCOCCOCCOCCCNC(=S)NC=1C=C2C(OC3(C4=CC=C(C=C4OC=4C=C(C=CC34)O)O)C2=CC1)=O